ClC=1C=CC(=NC1C(F)(F)F)C(=O)NS(=O)(=O)C1=C(C=C(C=C1)N1CCN(CC1)CC1=C(CC(CC1)(C)C)C1=CC=C(C=C1)Cl)OC=1C=C2C(=NC1)NC=C2 5-Chloro-N-[4-[4-[[2-(4-chlorophenyl)-4,4-dimethylcyclohexen-1-yl]methyl]piperazin-1-yl]-2-(1H-pyrrolo[2,3-b]pyridin-5-yloxy)phenyl]sulfonyl-6-(trifluoromethyl)pyridine-2-carboxamide